7-bromo-2-(piperidin-1-yl)-9H-chromeno[2,3-d]thiazol-9-one BrC1=CC=2C(C3=C(N=C(S3)N3CCCCC3)OC2C=C1)=O